12-(2-(1-aminocyclobutyl)pyrimidin-5-yl)-1-(difluoromethoxy)-4-fluoro-6-methyl-6,7-dihydro-7,14-methanobenzo[c]pyrido[1',2':1,5]pyrazolo[4,3-f]azocin-5(14H)-one NC1(CCC1)C1=NC=C(C=N1)C1=CC=2N(N=C3C2C2C4=C(C(N(C3C2)C)=O)C(=CC=C4OC(F)F)F)C=C1